4-(2-chloroethyl)oxybenzoyl-L-lysine ClCCOC1=CC=C(C(=O)N[C@@H](CCCCN)C(=O)O)C=C1